(1r,3r)-3-((4-cyano-3-methoxyphenoxy)-2,2,4,4-tetramethylcyclobutyl)-5-(4-(hydroxymethyl)piperidin-1-yl)pyrazine-2-ylFormamide C(#N)C1=C(C=C(OC2(C(CC2(C)C)(C)C)C=2C(=NC=C(N2)N2CCC(CC2)CO)NC=O)C=C1)OC